(e)-1,3-bis(trimethylsiloxy)-1-methoxybuta-diene C[Si](O\C(=C\C(=C)O[Si](C)(C)C)\OC)(C)C